3-{[5-chloro-6-(5-methoxy-2-pyrazinyl)-2-indolyl]methyl}-1-(3,3-difluoropropyl)urea ClC=1C=C2C=C(NC2=CC1C1=NC=C(N=C1)OC)CNC(NCCC(F)F)=O